FC(N1N=CC=C1C(=O)N1[C@@H](C2=C(CC1)NC=N2)C=2OC1=C(N2)C(=CC=C1)C)F (S)-(1-(difluoromethyl)-1H-pyrazol-5-yl)(4-(4-methylbenzo[d]oxazol-2-yl)-6,7-dihydro-1H-imidazo[4,5-c]pyridin-5(4H)-yl)methanone